3-methoxy-4-(methylsulfonyl)benzoic acid COC=1C=C(C(=O)O)C=CC1S(=O)(=O)C